3-(acetamido)phenol C(C)(=O)NC=1C=C(C=CC1)O